[Mn+2].[NH2+]1CCCCC1.[NH2+]1CCCCC1 dipiperidinium manganese